8-(2,4-difluoro-3-(trifluoromethyl)phenyl)-9-(4-((1-(3-fluoropropyl)azetidin-3-ylidene)methyl)phenyl)-6,7-dihydro-5H-benzo[7]annulene-3-carboxylic acid FC1=C(C=CC(=C1C(F)(F)F)F)C=1CCCC2=C(C1C1=CC=C(C=C1)C=C1CN(C1)CCCF)C=CC(=C2)C(=O)O